3-(3-chlorophenyl)-1-(1-(6,7-difluoro-1-oxo-1,2-dihydroisoquinolin-4-yl)ethyl)-1-methylurea ClC=1C=C(C=CC1)NC(N(C)C(C)C1=CNC(C2=CC(=C(C=C12)F)F)=O)=O